N(=[N+]=[N-])[C@]1([C@@H](C[C@H](CC1)C(=O)OCC)O)C Ethyl (1S,3R,4R)-4-azido-3-hydroxy-4-methyl-cyclohexanecarboxylate